O=C1NC2=C(OC3=C1C=CC=C3)C=C(C(=C2)C(=O)OC)C(F)(F)F methyl 11-oxo-7-(trifluoromethyl)-10,11-dihydrodibenzo[b,f][1,4]oxazepine-8-carboxylate